4-(5-chloro-1-(3-((2R,3S)-3-hydroxypiperidin-2-yl)propyl)-1H-benzo[d]imidazol-7-yl)-1-methyl-1H-pyrrole-2-carboxylic acid ethyl ester C(C)OC(=O)C=1N(C=C(C1)C1=CC(=CC2=C1N(C=N2)CCC[C@H]2NCCC[C@@H]2O)Cl)C